(R)-3'-methyl-4'-(3-(1-((1-methyl-1H-imidazol-2-yl)methyl)pyrrolidin-3-yl)-2-oxo-2,3-dihydro-1H-imidazo[4,5-b]pyridin-1-yl)-[1,1'-biphenyl]-4-carboxylic acid methyl ester COC(=O)C1=CC=C(C=C1)C1=CC(=C(C=C1)N1C(N(C2=NC=CC=C21)[C@H]2CN(CC2)CC=2N(C=CN2)C)=O)C